C(C)(C)(C)[C@@H]1N(CCCC1O)C(=O)O.C12(CC3CC(CC(C1)C3)C2)C(=O)[C@H](O)[C@@H](O)[C@@H](O)[C@H](O)CO adamantyl-galactose tert-butyl-(S)-3-hydroxypiperidine-1-carboxylate